3-[3-methyl-2-oxo-4-[(4-piperazin-1-yl-1-piperidyl)methyl]benzimidazol-1-yl]piperidine CN1C(N(C2=C1C(=CC=C2)CN2CCC(CC2)N2CCNCC2)C2CNCCC2)=O